N,N-dimethyl-aminobenzoic acid CN(C)C1=C(C(=O)O)C=CC=C1